FC(N1N=CC(=C1)C1=NC(=CC(=C1)C=1C=C(C=CC1C)NC(=O)N1C[C@@H](CC1)CC(F)(F)F)N1CCOCC1)F (3S)-N-(3-[2-[1-(difluoromethyl)pyrazol-4-yl]-6-(morpholin-4-yl)pyridin-4-yl]-4-methylphenyl)-3-(2,2,2-trifluoroethyl)pyrrolidine-1-carboxamide